5-(2,3-dihydro-1,4-benzodioxin-5-yl)-1-isopropyl-N-[(3R)-tetrahydrofuran-3-yl]pyrazolo[4,3-b]pyridin-7-amine O1CCOC2=C1C=CC=C2C2=CC(=C1C(=N2)C=NN1C(C)C)N[C@H]1COCC1